4-({2-[5-(2-fluoro-3-methoxyphenyl)-3-([2-fluoro-6-(trifluoromethyl)phenyl]methyl)-4-methyl-2,6-dioxo-1,2,3,6-tetrahydropyrimidin-1-yl]-1-phenylethyl}amino)butanoic acid FC1=C(C=CC=C1OC)C1=C(N(C(N(C1=O)CC(C1=CC=CC=C1)NCCCC(=O)O)=O)CC1=C(C=CC=C1C(F)(F)F)F)C